ClC1=C(C=C2C=C(N=CC2=C1)NC(=O)[C@H]1[C@H](C1)C1CCOCC1)N1CCN(CC1)[C@]1(COC[C@H]1F)C (1R,2R)-N-[7-chloro-6-[4-((3S,4S)-4-fluoro-3-methyl-tetrahydrofuran-3-yl)piperazin-1-yl]-3-isoquinolinyl]-2-tetrahydropyran-4-yl-cyclopropanecarboxamide